5-hydroxy-1-(4-isopropylbenzyl)-N-methyl-2-oxo-2,3-dihydro-1H-benzo[b]azepine-4-carboxamide OC=1C2=C(N(C(CC1C(=O)NC)=O)CC1=CC=C(C=C1)C(C)C)C=CC=C2